(Dimethylamino)-2-methyl-1H-pyrrolo[2,3-b]pyridine-5-carboxylic acid ethyl ester C(C)OC(=O)C=1C=C2C(=NC1)N(C(=C2)C)N(C)C